pyrrolidine-1-carboxylic acid (3-{5-bromo-4-[2-(1H-imidazol-4-yl)-ethylamino]-pyrimidin-2-ylamino}-phenyl)-amide BrC=1C(=NC(=NC1)NC=1C=C(C=CC1)NC(=O)N1CCCC1)NCCC=1N=CNC1